1-methyl-1,3-butadiene-2-sulfonic acid CC=C(C=C)S(=O)(=O)O